2-((1s,6rs)-6-aminocyclohex-3-en-1-yl)-3-bromo-5-chloro-N-(thiophen-2-ylmethyl)thieno[3,2-b]pyridin-7-amine N[C@@H]1CC=CC[C@@H]1C1=C(C2=NC(=CC(=C2S1)NCC=1SC=CC1)Cl)Br |&1:1|